(4aS,5aS)-3-Bromo-2-(5-fluoropyridin-2-yl)-4,4a,5,5a-tetrahydrocyclopropa[4,5]pyrrolo[1,2-b]pyrazole BrC1=C2N(N=C1C1=NC=C(C=C1)F)[C@@H]1[C@H](C2)C1